(R)-2-amino-5-(4-(2-(3,5-difluorophenyl)-2-hydroxyacetamido)-2-methylphenyl)-N-(2,2,2-trifluoroethyl)nicotinamide NC1=C(C(=O)NCC(F)(F)F)C=C(C=N1)C1=C(C=C(C=C1)NC([C@H](O)C1=CC(=CC(=C1)F)F)=O)C